Cl.C(#N)CC(=O)N1C[C@@H]([C@@H](CC1)C)N(C=1C2=C(N=CN1)N(C=C2)C(=O)NC2=CC=C(C=C2)N2CCNCC2)C 4-(((3R,4R)-1-(2-cyanoacetyl)-4-methylpiperidin-3-yl)(methyl)amino)-N-(4-(piperazin-1-yl)phenyl)-7H-pyrrolo[2,3-d]pyrimidine-7-carboxamide hydrochloride